C(C)(C)(C)OC(=O)N1C(C2(CC1)CNCC2)C2=NC=NC=C2OC2=C(C=C(C=C2)F)N(C)CC(C)C (5-(4-fluoro-2-(N-methylisobutylamino)phenoxy)pyrimidin-4-yl)-2,7-diazaspiro[4.4]nonane-2-carboxylic acid tert-butyl ester